COC(C1=C(C=C(C=C1)F)C(=C)OCC)=O 2-(1-ethoxyvinyl)-4-fluorobenzoic acid methyl ester